C[C@@H]1O[C@@H](CN(C1)C(C#C)=O)C 1-((2S,6R)-2,6-dimethylmorpholino)prop-2-yn-1-one